nonylalcohol C(CCCCCCCC)O